O(C1=CC=CC=C1)CCP(CCOC1=CC=CC=C1)(CCOC1=CC=CC=C1)=O tris(2-(phenoxy)ethyl)phosphorus oxide